[C@H]12CN(C[C@H](CC1)N2)C2=NC(=NC1=C(C(=CC=C21)C2=C1C=NNC1=CC=C2C#N)F)OC[C@]21CCCN1C[C@@H](C2)F 4-(4-((1R,5S)-3,8-Diazabicyclo[3.2.1]octan-3-yl)-8-fluoro-2-(((2R,7aS)-2-fluorotetrahydro-1H-pyrrolizin-7a(5H)-yl)methoxy)quinazolin-7-yl)-1H-indazole-5-carbonitrile